COC1=NC(=CC=C1[C@H](CC1=NC(=NC(=N1)N[C@@H](CO)CC(C)C)NS(=O)(=O)C)C)OC |o1:8| N-(4-((S*)-2-(2,6-Dimethoxypyridin-3-yl)propyl)-6-(((R)-1-hydroxy-4-methylpentan-2-yl)amino)-1,3,5-triazin-2-yl)methanesulfonamide